C(CCCCCCC)(=O)C(C(C(C(=O)O)(C(CCCCCCC)=O)C(CCCCCCC)=O)(O)C(=O)O)C(=O)O.C(CC(O)(C(=O)OCCCCCCCC)CC(=O)OCCCCCCCC)(=O)OCCCCCCCC trioctyl citrate (TRICAPRYLYL CITRATE)